C(C)(C)(C)OC(=O)N1C[C@](CCC1)([C@H]1N2C(C3=CC=CC=C13)=CN=C2)O (R)-3-hydroxy-3-((S)-5H-imidazo[5,1-a]isoindol-5-yl)piperidine-1-carboxylic acid tert-butyl ester